N-[4-[3-(3,4-Dihydroxyphenyl)prop-2-enoyl]phenyl]-4-methylbenzenesulfonamide OC=1C=C(C=CC1O)C=CC(=O)C1=CC=C(C=C1)NS(=O)(=O)C1=CC=C(C=C1)C